C1=CC=CC=2C(=CC3=C(N=C4N3C=CC=C4)C12)C=1C=C(C=CC1)B(O)O (3-(naphtho[1',2':4,5]imidazo[1,2-a]pyridin-5-yl)phenyl)boronic acid